C(C)(C)(C)SC1=C(NC2=CC(=CC=C12)C(C)C)CC(C(=O)OCC)(C)C ethyl 3-(3-(tert-butylthio)-6-isopropyl-1H-indol-2-yl)-2,2-dimethylpropanoate